O1CCOC2=C1C=CC(=C2)C=CC(=O)C2=C(C=C(C=C2)OC)O 3-(2,3-Dihydro-1,4-benzodioxin-6-yl)-1-(2-hydroxy-4-methoxyphenyl)prop-2-en-1-one